ClC1=NC(=NC(=C1)OC)N1CCC(CC1)OC1=CC=C(C=C1)F 4-chloro-2-[4-(4-fluorophenoxy)-1-piperidyl]-6-methoxy-pyrimidine